2-((2-((4-(4-(3-((2,6-dioxopiperidin-3-yl)amino)benzyl)piperazin-1-yl)-2-isopropoxy-5-methylphenyl)amino)-5-(trifluoromethyl)pyridin-4-yl)amino)-N-methylbenzamide O=C1NC(CCC1NC=1C=C(CN2CCN(CC2)C2=CC(=C(C=C2C)NC2=NC=C(C(=C2)NC2=C(C(=O)NC)C=CC=C2)C(F)(F)F)OC(C)C)C=CC1)=O